(trans)-4-{[2-(2,6-dioxopiperidin-3-yl)-1,3-dioxoisoindol-4-yl]amino}cyclohexane-1-carboxylic acid O=C1NC(CCC1N1C(C2=CC=CC(=C2C1=O)N[C@@H]1CC[C@H](CC1)C(=O)O)=O)=O